6-methyl-1-(methyl-sulfonyl)anthracene-9,10-dione CC=1C=C2C(C=3C=CC=C(C3C(C2=CC1)=O)S(=O)(=O)C)=O